2-[2-(tert-butoxycarbonylamino)ethoxy]ethyl Methanesulfonate CS(=O)(=O)OCCOCCNC(=O)OC(C)(C)C